BrC1=C2C(CCN(C2=CC=C1)C(C(F)(F)F)=O)=O 5-bromo-1-(2,2,2-trifluoroacetyl)-2,3-dihydroquinolin-4-one